N1N(C=CC=C1)C(=O)O Pyridazine-2-Carboxylic acid